tert-butyl ((S)-1-(((4S,7R,9aS)-7-(1H-indole-1-carbonyl)-8,8-dimethyl-5-oxooctahydropyrrolo[2,1-b][1,3]thiazepin-4-yl)amino)-1-thioxopropan-2-yl)(methyl)carbamate N1(C=CC2=CC=CC=C12)C(=O)[C@H]1C(C[C@@H]2SCC[C@@H](C(N21)=O)NC([C@H](C)N(C(OC(C)(C)C)=O)C)=S)(C)C